(E)-1-[4-(4-Hydroxypiperidin-1-yl)phenyl]-3-(4-nitrophenyl)prop-2-en-1-one OC1CCN(CC1)C1=CC=C(C=C1)C(\C=C\C1=CC=C(C=C1)[N+](=O)[O-])=O